N'-((1,2,3,5,6,7-hexahydro-s-indacen-4-yl)carbamoyl)-4,5,7,8-tetrahydropyrazolo[1,5-d][1,4]oxazepine-3-sulfonimidamide C1CCC2=C(C=3CCCC3C=C12)NC(=O)N=S(=O)(N)C=1C=NN2CCOCCC21